C(C)OC1=C(C=CC(=C1)C(F)(F)F)C1CC(NC=2C=C3C(=CC12)OCO3)=O 8-(2-ethoxy-4-(trifluoromethyl)phenyl)-7,8-dihydro-[1,3]dioxolo[4,5-g]quinolin-6(5H)-one